The molecule is a 3beta-sterol that is 5alpha-cholest-8(14)-en-3beta-ol bearing an alpha-methyl substituent at position 4. It is a 3beta-sterol and a cholestanoid. C[C@H]1[C@@H]2CCC3=C4CC[C@@H]([C@]4(CC[C@@H]3[C@]2(CC[C@@H]1O)C)C)[C@H](C)CCCC(C)C